N1(N=CC=C1)C(=O)N 1H-Pyrazole-1-carboxamide